2-[5-chloro-6-fluoro-4-(methoxymethoxy)-2-naphthyl]-4,4,5,5-tetramethyl-1,3,2-dioxaborolane ClC1=C2C(=CC(=CC2=CC=C1F)B1OC(C(O1)(C)C)(C)C)OCOC